3-(2-fluoro-4-((4-(4-(3-(quinolin-4-yl)pyrazolo[1,5-a]pyrimidin-6-yl)phenyl)piperazin-1-yl)methyl)phenyl)piperidine-2,6-dione FC1=C(C=CC(=C1)CN1CCN(CC1)C1=CC=C(C=C1)C=1C=NC=2N(C1)N=CC2C2=CC=NC1=CC=CC=C21)C2C(NC(CC2)=O)=O